bisethylphenyl-dimethoxysilane C(C)C(O[SiH](OC)C1=CC=CC=C1)CC